N-[(1S)-1-[[(3-amino-3-oxo-propyl)-[(2R)-2-chloro-2-fluoro-acetyl]amino]carbamoyl]-3-methyl-butyl]-4-methoxy-1H-indole-2-carboxamide NC(CCN(C([C@H](F)Cl)=O)NC(=O)[C@H](CC(C)C)NC(=O)C=1NC2=CC=CC(=C2C1)OC)=O